The molecule is a hydrochloride salt resulting from the reaction of equimolar amounts of diltiazem and hydrogen chloride. A calcium-channel blocker and vasodilator, it is used in the management of angina pectoris and hypertension. It has a role as an antihypertensive agent, a vasodilator agent and a calcium channel blocker. It contains a diltiazem(1+). It is an enantiomer of an ent-diltiazem hydrochloride. CC(=O)O[C@@H]1[C@@H](SC2=CC=CC=C2N(C1=O)CCN(C)C)C3=CC=C(C=C3)OC.Cl